(1R,4R)-5-(prop-2-yn-1-yl)-2-oxa-5-azabicyclo[2.2.1]heptane C(C#C)N1[C@H]2CO[C@@H](C1)C2